CC1(C=C(C(N(C1C)C1=CC(=CC=C1)C(F)(F)F)=O)C(=O)NCCCN1C(CCC1)=O)C(=O)NC 5,N5,6-trimethyl-2-oxo-N3-[3-(2-oxopyrrolidin-1-yl)propyl]-1-[3-(trifluoromethyl)phenyl]-1,2-dihydropyridine-3,5-dicarboxamide